N*4*-Isobutyl-5-(2-isopropyl-4,5-dimethoxy-benzyl)-pyrimidine-2,4-diamine C(C(C)C)NC1=NC(=NC=C1CC1=C(C=C(C(=C1)OC)OC)C(C)C)N